(7aS,10aR)-5-bromo-4-fluoro-2-(((2R,7aS)-2-fluorotetrahydro-1H-pyrrolizin-7a(5H)-yl)methoxy)-11-methyl-7a,8,9,10,10a,11-hexahydrocyclopenta[2,3][1,4]oxazepino[5,6,7-de]quinazoline BrC=1C=C2C3=C(N=C(N=C3C1F)OC[C@]13CCCN3C[C@@H](C1)F)N([C@H]1[C@@H](O2)CCC1)C